fluorine tungsten oxide titanium [Ti].[W]=O.[F]